N1CC=CC=CC1=O Azepin-7(2H)-one